C(C)(C)(C)[S@@](=O)N[C@@H]1C=2C=NC(=CC2CC12CCN(CC2)C(=O)OC(C)(C)C)COC2OCCCC2 tert-butyl (7S)-7-[[(R)-tert-butylsulfinyl]amino]-3-(tetrahydropyran-2-yloxymethyl)spiro[5,7-dihydrocyclopenta[c]pyridine-6,4'-piperidine]-1'-carboxylate